18-mercaptooctadecyldiethoxychlorosilane SCCCCCCCCCCCCCCCCCC[Si](Cl)(OCC)OCC